8-Chloro-11-(piperidin-4-ylidene)-6,11-dihydro-5H-benzo[5,6]cyclohepta[1,2-b]pyridine ClC=1C=CC2=C(CCC=3C(=NC=CC3)C2=C2CCNCC2)C1